C1(CC1)C1=NC=NC(=C1C=1N=CC2=C(N1)C(=CN2)CC2=CC=C(C=C2)C=2N(C=C(N2)C(F)(F)F)C)OC([2H])([2H])[2H] 2-[4-cyclopropyl-6-(trideuteriomethoxy)pyrimidin-5-yl]-7-[[4-[1-methyl-4-(trifluoromethyl)imidazol-2-yl]phenyl]methyl]-5H-pyrrolo[3,2-d]pyrimidine